FC1=C(C=CC(=C1)OCCCC1CCN(CC1)C1=NC=C(C=N1)COC)CC(=O)O 2-(2-fluoro-4-(3-(1-(5-(methoxymethyl)pyrimidin-2-yl)piperidin-4-yl)propoxy)phenyl)acetic acid